C(C)(C)(C)OC(=O)N1CCN(CC1)C1=CC=C2CC(COC2=C1F)N 4-(3-amino-8-fluorochroman-7-yl)piperazine-1-carboxylic acid tert-butyl ester